C1(CC1)CNC1=NC(=NC(=N1)NC1=CC=NC=C1)C1=CC=CC=C1 N2-(cyclopropylmethyl)-6-phenyl-N4-(pyridin-4-yl)-1,3,5-triazine-2,4-diamine